CCCCCCCC(CCCCCCCCC)(O)O heptadecane-8,8-diol